rel-tert-butyl (3R,4R)-3-fluoro-4-hydroxy-3-methylpiperidine-1-carboxylate F[C@@]1(CN(CC[C@H]1O)C(=O)OC(C)(C)C)C |o1:1,6|